5-pyridylthiourea N1=CC=CC(=C1)NC(=S)N